ClC1=C(C(=C(C#N)C(=C1)F)C1=CC=NN1C)F 4-chloro-3,6-difluoro-2-(1-methyl-1H-pyrazol-5-yl)benzonitrile